C(C)(C)C1=C(C(=CC=C1)C(C)C)N1C(N(C=C1)C1=C(C=CC=C1C(C)C)C(C)C)=[Pd-3](C1=NC=CC=C1Cl)(Cl)Cl (1,3-bis(2,6-diisopropylphenyl)imidazol-2-ylidene)(3-chloropyridyl)palladium (II) dichloride